C12CN(CC(O1)C2)CCN2C(C(=C(C1=CC(=CN=C21)C2=CC=C(C=C2)F)O)C(=O)NC21CC(C2)C1)=O (2-(6-oxa-3-azabicyclo[3.1.1]hept-3-yl)ethyl)-N-(bicyclo[1.1.1]pent-1-yl)-6-(4-fluorophenyl)-4-hydroxy-2-oxo-1,2-dihydro-1,8-naphthyridine-3-carboxamide